ClC=1C=C(C=CC1)C1=NOC(=C1)NCCCCN1C=2N(CCC1)N=C(C2)C 3-(3-chlorophenyl)-N-(4-(2-methyl-6,7-dihydropyrazolo[1,5-a]pyrimidin-4(5H)-yl)butyl)isoxazol-5-amine